Br[Cu] bromocopper (I)